Tetramethylacridin-3,6-diamin CC1=C2N=C3C(=C(C(=C(C3=CC2=CC=C1N)C)C)N)C